BrC=1C=CC2=C(N(C(=N2)CCN(C)C)C(=O)OCCCC)C1 butyl 6-bromo-2-(2-(dimethylamino)ethyl)-1H-benzo[d]imidazole-1-carboxylate